2-amino-7-methylbenzoxazol NC=1OC2=C(N1)C=CC=C2C